BrC=1C=C(SC1)C=CC(=O)O 3-(4-bromo-2-thienyl)acrylic acid